ClC1=CC2=C(C=N1)C(=NN2C2=C(C=C(C=C2)[N+](=O)[O-])OC)N(C(OC(C)(C)C)=O)CC2=C(C=C(C=C2)OC)OC tert-Butyl (6-chloro-1-(2-methoxy-4-nitrophenyl)-1H-pyrazolo[4,3-c]pyridin-3-yl)(2,4-dimethoxybenzyl)carbamate